N,N,N'-trimethylpropanediamine CN(C(CC)NC)C